N-((4RS,5RS)-3-((S)-1-aminoethyl)-7-ethyl-4-(4-fluorophenyl)-6-oxo-1-phenyl-4,5,6,7-tetrahydro-1H-pyrazolo[3,4-b]pyridin-5-yl)-3-(trifluoromethyl)benzamide N[C@@H](C)C1=NN(C=2N(C([C@@H]([C@@H](C21)C2=CC=C(C=C2)F)NC(C2=CC(=CC=C2)C(F)(F)F)=O)=O)CC)C2=CC=CC=C2 |&1:9,10|